1-(4-carboxyphenyl)-3-methyl-5-pyrazolone C(=O)(O)C1=CC=C(C=C1)N1N=C(CC1=O)C